(+/-)-trans-3-fluoro-4-((3-(methylcarbamoyl)-7-(trifluoromethyl)thieno[3,2-b]pyridin-5-yl)oxy)pyrrolidine-1-carboxylic acid tert-butyl ester C(C)(C)(C)OC(=O)N1C[C@H]([C@@H](C1)OC1=CC(=C2C(=N1)C(=CS2)C(NC)=O)C(F)(F)F)F |r|